4-Methyl-2-pentanthiol CC(CC(C)S)C